CC1=CC[C@@H](CC1)C(CC=O)C 3-[(R)-4-methyl-3-cyclohexen-1-yl]butanal